FC(C1=CC=C(C=N1)[C@H]1CC(CCC1)=O)(F)F (R)-3-(6-(trifluoromethyl)pyridin-3-yl)cyclohexanone